4-chloro-3-(difluoromethyl)-1-methyl-1H-pyrazol-5-amine ClC=1C(=NN(C1N)C)C(F)F